2'-nitrospiro[cyclohexane-1,6'-imidazo[1,5-b]pyrazol]-4'(5'H)-one [N+](=O)([O-])C=1C=C2N(N1)C1(NC2=O)CCCCC1